7-Chloro-3-(2,6-dimethyl-phenyl)-1-(4-hydroxy-butyl)-3,4-dihydro-1H-pyrimido[4,5-d]pyrimidin-2-one ClC1=NC=C2C(=N1)N(C(N(C2)C2=C(C=CC=C2C)C)=O)CCCCO